N-[(dimethylamino)methylidene]-5-[(diphenylmethylene)amino]-5'-(trifluoromethyl)-2,3'-bipyridine-3-sulfonamide CN(C)C=NS(=O)(=O)C=1C(=NC=C(C1)N=C(C1=CC=CC=C1)C1=CC=CC=C1)C=1C=NC=C(C1)C(F)(F)F